Racemic-N2-(3-aminosulfonyl-4-methylphenyl)-5-fluoro-N4-{3-[(1-methylpiperidin-3-yl)oxy]phenyl}-2,4-pyrimidinediamine NS(=O)(=O)C=1C=C(C=CC1C)NC1=NC=C(C(=N1)NC1=CC(=CC=C1)O[C@H]1CN(CCC1)C)F |r|